1,3-dimethoxy-2-(2-tetrahydrofuranyl)propane COCC(COC)C1OCCC1